N[C@H](C(=O)O)C(C1=CC=CC=C1)C1=CC=CC=C1 (S)-2-amino-3,3-diphenylpropionic acid